5-(methylcarbamoyl)-1H-Pyrazole-3-carboxylic acid methyl ester COC(=O)C1=NNC(=C1)C(NC)=O